triphosphole C1=PPP=C1